O1C(CCCC1)N1N=CC(=C1)C1CNC2(CC2)CC1 6-(1-tetrahydropyran-2-ylpyrazol-4-yl)-4-azaspiro[2.5]octane